naphthylketone C1=CC=C2C(=C1)C=CC=C2C(=O)C3=CC=C(C=C3)N